endo-7-ethyl-5-methyl-6,8-dioxabicyclo[3.2.1]octane C(C)C1OC2(CCCC1O2)C